2-(6-aminohexyl)aminopropyltrimethoxysilane NCCCCCCNC(C[Si](OC)(OC)OC)C